FC=1C=C(C=NC1)CN1N=C(C=CC1=O)C=1C=NC(=NC1)OCCC 2-((5-fluoropyridin-3-yl)methyl)-6-(2-propoxypyrimidin-5-yl)pyridazin-3(2H)-one